BrC1=CC=C(C=C1)C=1OC(=CC1)C1=CC=CC=C1 2-(4-bromophenyl)-5-phenylfuran